CC(C(C)=O)CC(C)(C)C 3,5,5-trimethylhexanone